C8-bromo-4-(bromomethyl)quinolin-2-ol BrC=1C=CC=C2C(=CC(=NC12)O)CBr